CCCCC(CC)C(=O)OCCOCCOCCOC(=O)C(CC)CCCC triethylene glycol di-2-Ethylhexanoate